C(C)(C)(C)C1=NC=CC=N1 tert-butyl-pyrimidin